CC1=NC=C(C(=C1)COC)C(OC)OC methyl-5-(dimethoxymethyl)-4-methoxymethyl-pyridine